4-(3-(4-(1-(2-hydroxyethyl)pyrrolidin-3-yl)phenyl)-1H-pyrazolo[4,3-d]pyrimidin-5-yl)-3,5-dimethylpiperazine-1-carboxylate OCCN1CC(CC1)C1=CC=C(C=C1)C1=NNC2=C1N=C(N=C2)N2C(CN(CC2C)C(=O)[O-])C